S1C(=NC2=C1C=CC=C2)NC2=CC(=C(N=N2)NC=2SC=C(N2)C(=O)O)C ({6-[(1,3-benzothiazol-2-yl)amino]-4-methylpyridazin-3-yl}amino)-1,3-thiazole-4-carboxylic acid